CC(=O)N[C@@H]1[C@H]([C@@H]([C@H](O[C@H]1OC[C@@H]2[C@@H]([C@@H]([C@H](C(O2)O)O)O)O)CO)O)O[C@H]3[C@@H]([C@H]([C@H]([C@H](O3)CO)O)O)O The molecule is an amino trisaccharide consisting of beta-D-galactopyranose, 2-acetamido-2-deoxy-beta-D-glucoypranose and D-galactopyranose residues joined in sequence by (1->3) and (1->6) glycosidic bonds. It is a glucosamine oligosaccharide, an amino trisaccharide and a member of acetamides. It derives from a beta-D-GlcpNAc-(1->6)-D-Galp and a beta-D-Galp-(1->3)-beta-D-GlcpNAc.